CNC(C1=CC=C(C=C1)NC=1C2=C(N=C(N1)C1=CC(=CC=C1)OCCCN1CCOCC1)C=CS2)=O N-Methyl-4-((2-(3-(3-morpholinopropoxy)phenyl)thieno[3,2-d]pyrimidin-4-yl)amino)benzamide